methyl-format COC=O